rac-6-(4-(N-methyl-N-((3-oxo-4-(trifluoromethyl)-3,5,6,7-tetrahydro-2H-cyclopenta[c]pyridazin-7-yl)methyl)glycyl)piperazin-1-yl)nicotinonitrile CN(CC(=O)N1CCN(CC1)C1=NC=C(C#N)C=C1)C[C@H]1CCC=2C1=NNC(C2C(F)(F)F)=O |r|